CC(C)(C)[Si](C)(C)OC[C@@H]1[C@H](C[C@@H](O1)N2C=CC(=NC2=O)NC(=O)C3=CC=CC=C3)O N4-benzoyl-5'-O-tert-butyldimethylsilyl-2'-deoxycytidine